C1(=CC(=CC=C1)CNC(C1=CN=C(C(=C1)O)N1N=CC=C1)=O)C1=CC=CC=C1 N-([1,1'-Biphenyl]-3-ylmethyl)-5-hydroxy-6-(1H-pyrazol-1-yl)nicotinamide